CC1=NC=CC(=C1)C(=O)N 2-methyl-pyridin-4-carboxamide